CC\C=C\CCCCC trans-non-3-ene